2-[6-(ethylamino)-4-{3-[(4-methyl-1,2,4-triazol-3-yl)methyl]oxetan-3-yl}pyridin-2-yl]-6-{[(3S)-3-methylpiperidin-1-yl]methyl}-4-sulfanyl-3H-isoindol-1-one C(C)NC1=CC(=CC(=N1)N1C(C2=CC(=CC(=C2C1)S)CN1C[C@H](CCC1)C)=O)C1(COC1)CC1=NN=CN1C